2,6-dihydroxy-naphthalene OC1=CC2=CC=C(C=C2C=C1)O